aluminum-magnesium sodium [Na].[Mg].[Al]